3-((9H-purin-6-yl)oxy)-N-(4-((4-ethylpiperazin-1-yl)methyl)-3-(trifluoromethyl)phenyl)-4-methylbenzamide N1=CN=C2NC=NC2=C1OC=1C=C(C(=O)NC2=CC(=C(C=C2)CN2CCN(CC2)CC)C(F)(F)F)C=CC1C